O=C1NC(CCC1N1C(C2=CC=CC(=C2C1=O)OCCCNC(N)=O)=O)=O 3-(3-((2-(2,6-dioxopiperidin-3-yl)-1,3-dioxoisoindolin-4-yl)oxy)propyl)urea